NCC(=O)N1[C@@H](CCC1)C(=O)N[C@@H]([C@@H](C)CC)C(=O)NCC(=O)N[C@@H]([C@H](O)C)C(=O)O |&1:5| Racemic-glycyl-prolyl-isoleucyl-glycyl-threonine